1-(2-(1-methyl-1H-imidazo[4,5-b]pyridin-6-yl)thieno[2,3-d]pyrimidin-6-yl)-3-(trifluoromethyl)cyclobutanol CN1C=NC2=NC=C(C=C21)C=2N=CC1=C(N2)SC(=C1)C1(CC(C1)C(F)(F)F)O